C(C)OOC(CC(C)(C(C)(C)C)C(C)(C)C)=O ethyl-3,3-di-tert-butylperoxybutyrate